tert-butyl (R,E)-(2-(2-(3-(N-((1,2,3,5,6,7-hexahydro-s-indacen-4-yl)carbamoyl)sulfamoyl)allyl)-2-methylpyrrolidin-1-yl)ethyl)(methyl)carbamate C1CCC2=C(C=3CCCC3C=C12)NC(=O)NS(=O)(=O)/C=C/C[C@@]1(N(CCC1)CCN(C(OC(C)(C)C)=O)C)C